3-(6-bromo-1-oxophthalazin-2(1H)-yl)piperidine-2,6-dione BrC=1C=C2C=NN(C(C2=CC1)=O)C1C(NC(CC1)=O)=O